6-(5-(2-methyl-5,6,7,8-tetrahydroimidazo[1,2-a]pyrazine-7-carbonyl)-1H-pyrrolo[2,3-b]pyridin-3-yl)-3,4-dihydroisoquinolin-1(2H)-one CC=1N=C2N(CCN(C2)C(=O)C=2C=C3C(=NC2)NC=C3C=3C=C2CCNC(C2=CC3)=O)C1